COC(\C(=C\OC)\C1=C(C(=CC=C1)Cl)CO\N=C(/COC)\C1=CC(=CC=C1)F)=O methyl-(E)-2-[3-chloro-2-[[(Z)-[1-(3-fluorophenyl)-2-methoxy-ethylidene]amino]oxy-methyl]phenyl]-3-methoxy-prop-2-enoate